tert-butyl 4-[4-({8-fluoro-2-methylimidazo[1,2-a]pyridin-6-yl} carbamoyl)-2-(2-methoxy ethoxy)-1,3-benzoxazol-7-yl]piperazine-1-carboxylate FC=1C=2N(C=C(C1)NC(=O)C1=CC=C(C3=C1N=C(O3)OCCOC)N3CCN(CC3)C(=O)OC(C)(C)C)C=C(N2)C